O[C@@H]1C[C@H](N(C1)C([C@H](C(C)(C)C)N1N=NC(=C1)C=1C(=NC=CC1)OC)=O)C(=O)NC (2S,4R)-4-hydroxy-1-[(2S)-2-[4-(2-methoxy-3-pyridyl)triazol-1-yl]-3,3-dimethyl-butanoyl]-N-methyl-pyrrolidine-2-carboxamide